C(C)(C)OC1=CC=C(C=N1)C1=NNC2=CC=C(C=C12)NC(=O)C=1C=NC=CC1 (S)-N-(3-(6-isopropoxypyridin-3-yl)-1H-indazol-5-yl)pyridin-3-carboxamide